FC(C=1C=C(C=C(C1)C(F)(F)F)C1=NNC(=N1)C)(F)F (E)-3-(3,5-bis(trifluoromethyl)phenyl)-5-methyl-1H-1,2,4-triazole